(E)-N-[1-(2-nitrophenyl)-1H-pyrrol-2-yl-allylideneamino]-guanidine glutarate salt C(CCCC(=O)O)(=O)O.[N+](=O)([O-])C1=C(C=CC=C1)N1C(=CC=C1)C=CC=NN\C(=N\[H])\N